P(=O)(O)(O)O.C(CCCCCCCCCCCCCCCCC)C(C(C)O)O stearyl-propylene glycol phosphate